IC=1C=C(CO[C@@H]2[C@@H](N(CCC2)CC=2NC(NN2)=O)C2=CC=CC=C2)C=C(C1)[N+](=O)[O-] 5-(((2S,3S)-3-((3-iodo-5-nitrobenzyl)oxy)-2-phenylpiperidin-1-yl)methyl)-2,4-dihydro-3H-1,2,4-triazol-3-one